C(C)OC(=O)C=1C=C(NC1)C1=CC2=CC=CC=C2C=C1 (naphthalen-2-yl)Azole-4-carboxylic acid ethyl ester